C(C)C1=CC=C(OCC(=O)N(CC=2SC=CC2)C2=NNC=C2)C=C1 2-(4-ethylphenoxy)-N-(pyrazol-3-yl)-N-(thiophen-2-ylmethyl)acetamide